OC=1C=C(C(=O)OCCC2=CC=CC=C2)C=CC1O phenethyl 3,4-dihydroxybenzoate